N,N-diisopropylammonium C(C)(C)[NH2+]C(C)C